C(=O)N[C@H](C(=O)O)CCC(=O)N[C@@H](CS)C(=O)NCC(=O)O Formyl-glutathione